triethylammonium 3,3-dimethyl-1-(3-sulfopropyl)indoline-5-sulfonate CC1(CN(C2=CC=C(C=C12)S(=O)(=O)[O-])CCCS(=O)(=O)O)C.C(C)[NH+](CC)CC